N1C[C@H](OCC1)C1=CC=C(C=C1)NC(C1=CN=C(C=C1)OCC(F)(F)F)=O |r| (RS)-N-(4-(Morpholin-2-yl)-phenyl)-6-(2,2,2-trifluoroethoxy)-nicotinamid